NC1(CCCC1)C(=O)N([C@H](C(=O)N([C@@H](CC(=O)OC(C)(C)C)C(N1CCCCC1)=O)C)C(C)C)C tert-butyl (3S)-3-[[(2S)-2-[(1-aminocyclopentanecarbonyl)-methyl-amino]-3-methyl-butanoyl]-methyl-amino]-4-oxo-4-(1-piperidyl)butanoate